8-((3-(1H-imidazole-2-sulfonylamino)propyl)(8-oxo-8-(undecan-3-yloxy)octyl)amino)caprylic heptadecan-9-yl ester CCCCCCCCC(CCCCCCCC)OC(CCCCCCCN(CCCCCCCC(OC(CC)CCCCCCCC)=O)CCCNS(=O)(=O)C=1NC=CN1)=O